(S)-6-(4-methoxy-1H-indole-2-carbonyl)-6-azaspiro[2.5]octane-5-carboxylic acid COC1=C2C=C(NC2=CC=C1)C(=O)N1[C@@H](CC2(CC2)CC1)C(=O)O